C1(=CC=CC=C1)C1(CC1)NC(=O)C=1C=2C[C@@H]3[C@H](C2N(N1)C1=CC=C(C=C1)C#N)C3 (1aR,5aR)-2-(4-Cyano-phenyl)-1a,2,5,5a-tetrahydro-1H-2,3-diaza-cyclopropa[a]pentalene-4-carboxylic acid (1-phenyl-cyclopropyl)-amide